1-(imidazo[1,5-a]pyridin-3-yl)-N,N,2-trimethylpropan-2-amine C=1N=C(N2C1C=CC=C2)CC(C)(N(C)C)C